5-hydroxy-1-(2-chlorobenzyl)hydantoin OC1C(NC(N1CC1=C(C=CC=C1)Cl)=O)=O